C1(CC1)[C@@H]1N(CCN(C1)C=1N=CC2=C(N1)C(=NC=N2)NC2=C(C(=C(C=C2)OC2=CC1=C(N(N=N1)C)C(=C2)F)C)F)C(C=C)=O (S)-1-(2-cyclopropyl-4-(8-((2-fluoro-4-((7-fluoro-1-methyl-1H-benzo[d][1,2,3]triazol-5-yl)oxy)-3-methylphenyl)amino)pyrimido[5,4-d]pyrimidin-2-yl)piperazin-1-yl)prop-2-en-1-one